7-{2-[4-(1,2-Benzisothiazol-3-yl)piperazin-1-yl]ethyl}-8-oxo-5,6,7,8-tetrahydro-2,7-naphthyridine-3-carbonitrile S1N=C(C2=C1C=CC=C2)N2CCN(CC2)CCN2CCC=1C=C(N=CC1C2=O)C#N